4-(3-ethyl-5-(piperidin-4-yl)-1H-indol-2-yl)pyrrolecarbonitrile C(C)C1=C(NC2=CC=C(C=C12)C1CCNCC1)C=1C=C(NC1)C#N